C1(CC1)OC1=CC=C2N=CC(=NC2=C1)C=1C=NN(C1)[C@@H]1C[C@H](C1)CCCNC=1C=C2C(N(C(C2=CC1)=O)C1C(NC(CC1)=O)=O)=O 5-((3-(trans-3-(4-(7-cyclopropoxyquinoxalin-2-yl)-1H-pyrazol-1-yl)cyclobutyl)propyl)amino)-2-(2,6-dioxopiperidin-3-yl)isoindoline-1,3-dione